1-(benzenesulfonyl)azetidine-3-carboxylic acid C1(=CC=CC=C1)S(=O)(=O)N1CC(C1)C(=O)O